4-bromo-3-(1,1-difluoroethyl)-1-ethyl-1H-pyrazole BrC=1C(=NN(C1)CC)C(C)(F)F